vinyldimethylsilaneOne C(=C)C[Si](=O)C